(3S,7aS)-3-(((3-(difluoromethyl)pyrazin-2-yl)oxy)methyl)-7a-((trityloxy)methyl)hexahydro-1H-pyrrolizine FC(C=1C(=NC=CN1)OC[C@@H]1CC[C@@]2(CCCN12)COC(C1=CC=CC=C1)(C1=CC=CC=C1)C1=CC=CC=C1)F